SC(C(CO)C)C 3-mercapto-2-methyl-butan-1-ol